[Sb].[Eu] europium-antimony